3-glycidoxypropyl-Methyl-diethoxysilane C(C1CO1)OCCC[Si](OCC)(OCC)C